ClC=1N=C(NC1)N1C(N([C@H](C1)C#N)C1=CN=CC2=CC=CC=C12)=O |r| racemic-1-(4-chloro-1H-imidazol-2-yl)-3-(isoquinolin-4-yl)-2-oxoimidazoline-4-carbonitrile